N-{4-[5-(trifluoromethyl)-1,2,4-oxadiazol-3-yl]benzyl}cyclopropanecarboxamide benzyl-(2S,4R)-4-fluoro-4-(methoxymethyl)pyrrolidine-2-carboxylate C(C1=CC=CC=C1)OC(=O)[C@H]1NC[C@](C1)(COC)F.FC(C1=NC(=NO1)C1=CC=C(CNC(=O)C2CC2)C=C1)(F)F